(1-propenoyl-2,5-dihydro-1H-pyrrol-3-yl)-N-((4,6-dimethyl-2-oxo-1,2-dihydropyridin-3-yl)methyl)-3-(ethyl-(tetrahydro-2H-pyran-4-yl)amino)-2-methylbenzamide C(C=C)(=O)N1CC(=CC1)C1=C(C(=C(C(=O)NCC=2C(NC(=CC2C)C)=O)C=C1)C)N(C1CCOCC1)CC